O1CCCC2=C1C=CC(=C2)C=O 3,4-dihydro-2H-1-benzopyran-6-carbaldehyde